C(C=C)(=O)N1CC(CC1)N1N=CC=2C1=NC(=NC2S2C(=CC=C2[N+](=O)[O-])C(=O)N)C=2C=NC(=CC2)F 1-(1-(acryloylpyrrolidin-3-yl)-6-(6-fluoropyridin-3-yl)-1H-pyrazolo[3,4-d]pyrimidin-4-yl)-5-nitrothiophene-2-carboxamide